CO[Si](CCCNCCNCCN)(OC)OC (3-trimethoxysilylpropyl)di-ethylenetriamine